(E)-2-nonanal CC(CCCCCCC)=O